8,8-dimethyl-2-(1-methyl-1H-1,2,3-triazole-4-carbonyl)-7-oxo-2-azaspiro[3.5]non-5-ene-6-carbonitrile CC1(C(C(=CC2(CN(C2)C(=O)C=2N=NN(C2)C)C1)C#N)=O)C